C(#N)N(C(=S)NC#N)C=C N,N'-dicyanovinylthiourea